Trans-2-[4-[2-[(1R)-1-hydroxyethyl]-6-(methylamino)imidazo[4,5-c]pyridin-1-yl]cyclohexyl]acetonitrile DL-mandelate C(C(O)C1=CC=CC=C1)(=O)O.O[C@H](C)C=1N(C2=C(C=NC(=C2)NC)N1)[C@@H]1CC[C@H](CC1)CC#N